[Cl-].C(=C)C1=C([N+](=C(N1)C=CC(C(N)(N)N)N)C=C)C=C trivinyltetraaminoethylvinylimidazolium chloride